ClC=1C=C(C=CC1)[C@@H](CO)NC(=O)C=1C=C2C(=NC1)NN=C2C2=CC(=NC=C2)C |r| (S) and (R)-N-(1-(3-chlorophenyl)-2-hydroxyethyl)-3-(2-methylpyridin-4-yl)-1H-pyrazolo[3,4-b]pyridine-5-amide